2-(3-methylbut-3-en-1-yn-1-yl)thiophene CC(C#CC=1SC=CC1)=C